CNC=1N=C(C(=NC1C=1C2=C(C=NC1)N(C=N2)C)C(=O)N)NC2=C(C(=C(C(=C2)F)N2CCOCC2)F)F 5-(methylamino)-6-(3-methylimidazo[4,5-c]pyridin-7-yl)-3-(2,3,5-trifluoro-4-morpholino-anilino)pyrazine-2-carboxamide